ClC=1C=C(C=CC1)C1(CC1)NC(=O)C1CCN(CC1)C(=O)C1=NNC(=C1)C1=CC=NC=C1 N-[1-(3-chlorophenyl)cyclopropyl]-1-[5-(pyridin-4-yl)-1H-pyrazole-3-carbonyl]piperidine-4-carboxamide